C12(CC(C1)C2)C[C@@H](C(=O)OC)NC(=O)C2=NOC(=C2)C methyl (S)-3-(bicyclo[1.1.1]pentan-1-yl)-2-(5-methylisoxazole-3-carboxamido)propanoate